ClC1=C(N(C(C2=C(C=CC=C12)C=1C=CC(=NC1)C(=O)N)=O)C1=CC=CC=C1)[C@H](C)NC=1C2=C(N=CN1)NC=CC2=O (S)-5-(4-chloro-1-oxo-3-(1-((5-oxo-5,8-dihydropyrido[2,3-d]pyrimidin-4-yl)amino)ethyl)-2-phenyl-1,2-dihydroisoquinolin-8-yl)pyridinecarboxamide